4-bromo-2-nitro-5-(trifluoromethyl)aniline BrC1=CC(=C(N)C=C1C(F)(F)F)[N+](=O)[O-]